((tetrahydro-2H-pyran-4-yl)methyl)-2,3-dihydropyridazine-4-carboxamide O1CCC(CC1)CN1N=CC=C(C1)C(=O)N